4-(((3,4-dihydroisoquinolin-2(1H)-yl)methyl)-4-hydroxypiperidin-1-yl)(2-(oxetan-3-ylamino)pyridin-4-yl)methanone C1N(CCC2=CC=CC=C12)CC1N(CCC(C1)O)C1(CC(=NC=C1)NC1COC1)C=O